N-(trans-4-((5-fluoro-4-(3-(oxetan-3-yl)phenyl)pyrimidin-2-yl)amino)cyclohexyl)acetamide FC=1C(=NC(=NC1)N[C@@H]1CC[C@H](CC1)NC(C)=O)C1=CC(=CC=C1)C1COC1